Methyl 5-(methylamino)-6-(3-methylimidazo[4,5-c]pyridin-7-yl)-3-[4-(2-morpholinoethyl)anilino]pyrazine-2-carboxylate CNC=1N=C(C(=NC1C=1C2=C(C=NC1)N(C=N2)C)C(=O)OC)NC2=CC=C(C=C2)CCN2CCOCC2